NC1=NC(=NC=C1)N1C[C@@]([C@@H](CC1)O)(F)CC rac-(cis)-1-(4-aminopyrimidin-2-yl)-3-ethyl-3-fluoropiperidin-4-ol